tri-t-butyl-tin acrylate C(C=C)(=O)[O-].C(C)(C)(C)[Sn+](C(C)(C)C)C(C)(C)C